1-(azetidin-1-yl)-2-(1H-indol-3-yl)ethan-1-one tert-butyl-4-((1-(2-(N-methylmethylsulfonamido)benzoyl)-2,3-dihydro-1H-pyrrolo[3,2-b]pyridin-5-yl)sulfonyl)piperazine-1-carboxylate C(C)(C)(C)OC(=O)N1CCN(CC1)S(=O)(=O)C1=CC=C2C(=N1)CCN2C(C2=C(C=CC=C2)N(S(=O)(=O)C)C)=O.N2(CCC2)C(CC2=CNC1=CC=CC=C21)=O